(13E)-docosa-13-enoic acid C(CCCCCCCCCCC\C=C\CCCCCCCC)(=O)O